C1(CC1)C1=CC2=C(C(N(N=C2C)CC(=O)O)=O)S1 2-{2-Cyclopropyl-4-methyl-7-oxo-6H,7H-thieno[2,3-d]pyridazin-6-yl}acetic acid